BrCCCOC=1C(=C(C=CC1)C1=C(C(=CC=C1)OCCCN1C[C@@H](CC1)O)C)C (R)-1-(3-((3'-(3-bromopropoxy)-2,2'-diMethyl-[1,1'-biphenyl]-3-yl)oxy)propyl)pyrrolidin-3-ol